(S)-N-(cyclopropylmethyl)-3-hydroxy-5-(4-((2-(2-(hydroxymethyl)pyrrolidin-1-yl)pyrrolo[2,1-f][1,2,4]triazin-4-yl)amino)-1H-imidazol-1-yl)-2-methoxybenzamide C1(CC1)CNC(C1=C(C(=CC(=C1)N1C=NC(=C1)NC1=NC(=NN2C1=CC=C2)N2[C@@H](CCC2)CO)O)OC)=O